4-Methoxy-N-((S)-1-(((S)-1-(methoxy(methyl)amino)-1-oxo-3-((S)-2-oxopyrrolidin-3-yl)propan-2-yl)amino)-4-methyl-1-oxopentan-2-yl)-1H-indole-2-carboxamide COC1=C2C=C(NC2=CC=C1)C(=O)N[C@H](C(=O)N[C@H](C(=O)N(C)OC)C[C@H]1C(NCC1)=O)CC(C)C